(2S)-2-[(4S)-4-(2,2-difluoroethenyl)-2-oxopyrrolidin-1-yl]butanamide FC(=C[C@@H]1CC(N(C1)[C@H](C(=O)N)CC)=O)F